4,5-difluoro-1,3-dioxaCyclopentan-2-one FC1OC(OC1F)=O